(2R)-N-[(2R)-6-amino-1-{5-amino-5,7-dihydrospiro[cyclopenta[C]pyridin-6,4'-piperidin]-1'-yl}-1-oxohexane-2-yl]-2-[(2R)-2-amino-3-phenylpropionylamino]-3-methylpropanamide NCCCC[C@H](C(=O)N1CCC2(CC1)C(C1=C(C=NC=C1)C2)N)NC([C@@H](CC)NC([C@@H](CC2=CC=CC=C2)N)=O)=O